C(CCCCCCC)[N+](CCCCCCCC)(CCCCCCCC)CCCCCCCC Tetraoctyl-ammonium